BrC=1C=C(C=C(C1)F)NC=1C(C(C1OC)=O)=O 3-((3-Bromo-5-fluorophenyl)amino)-4-methoxycyclobut-3-ene-1,2-dione